2-amino-N-[6-(5-chloro-1,3-benzothiazol-2-yl)spiro[3.3]heptan-2-yl]thiazole-4-carboxamide NC=1SC=C(N1)C(=O)NC1CC2(C1)CC(C2)C=2SC1=C(N2)C=C(C=C1)Cl